CC1N=CCC(C1)=O methyl-4-oxo-2,3,4,5-tetrahydropyridine